BrC1=CC(=NC=C1C)C(=O)N(C)OC 4-bromo-N-methoxy-N,5-dimethylpyridineamide